C1(=CC=CC=C1)N1C2=CC=CC=C2C=2C=C(C=CC12)C=1C=CC=2N(C3=CC=CC=C3C2C1)C1=C(C#N)C(=CC(=C1C#N)C1=CC=CC=C1)C1=CC=CC=C1 2-(3-(9-Phenyl-9H-carbazol-3-yl)-9H-carbazol-9-yl)-4,6-diphenyl-isophthalonitrile